C(C)(C)(C)OC(=O)N1CCC(CC1)OC1CC(C1)COC1CCN(CC1)C(=O)OCC1=CC=CC=C1 benzyl 4-[[3-[(1-tert-butoxycarbonyl-4-piperidyl)oxy]cyclobutyl]methoxy]piperidine-1-carboxylate